FC(CNC(=O)N1CC2(CC1)CNCC2)(F)F N-(2,2,2-trifluoroethyl)-2,7-diazaspiro[4.4]nonane-2-amide